F[C@H]1CNCC[C@@H]1NC(=O)C1(CC1)CC1=CC(=CC=C1)OC N-((3S,4S)-3-fluoropiperidin-4-yl)-1-(3-methoxybenzyl)cyclopropane-1-carboxamide